C(C)(C)(C)OC(=O)N1C[C@@H]2[C@H](C[C@@H]2CC1)C#N (1S,6R,8S)-8-cyano-3-azabicyclo[4.2.0]octane-3-carboxylic acid tert-butyl ester